9-([1,1':3',1''-terphenyl]-5'-yl)-9'-phenyl-9H,9'H-3,3'-bicarbazole C1(=CC=CC=C1)C1=CC(=CC(=C1)N1C2=CC=CC=C2C=2C=C(C=CC12)C=1C=CC=2N(C3=CC=CC=C3C2C1)C1=CC=CC=C1)C1=CC=CC=C1